N-((2S)-1,1-dicyclopropyl-3-((2-(methoxymethyl)-2-(6-oxo-5,7-diazaspiro[2.5]octan-5-yl)-2,3-dihydro-1H-inden-5-yl)amino)-3-oxopropan-2-yl)-1-methyl-1H-pyrazole-5-carboxamide C1(CC1)C([C@@H](C(=O)NC=1C=C2CC(CC2=CC1)(N1CC2(CC2)CNC1=O)COC)NC(=O)C1=CC=NN1C)C1CC1